C(C=C)(=O)N1CC(C1)CN1C(C(N(C2=CC(=C(C=C12)Cl)C1=C(C(=CC=C1O)F)F)C1=C(C=CC=C1C)C(C)C)=O)=O 1-((1-propenoylazetidin-3-yl)methyl)-7-chloro-6-(2,3-difluoro-6-hydroxyphenyl)-4-(2-isopropyl-6-methylphenyl)-1,4-dihydroquinoxaline-2,3-dione